FC1=C(N)C=C(C(=C1)OC)OCC1=CC=C(C2=C1N=CS2)F 2-fluoro-5-[(7-fluoro-1,3-benzothiazol-4-yl)methoxy]-4-methoxyaniline